FC1=CC=C2C=CC(=NC2=C1)B(O)O 7-fluoroquinolin-2-boronic acid